C1(CC1)(O)O cyclopropan-1,1-diol